cis-2,3-decanediol CC(C(CCCCCCC)O)O